N-(difluoromethyl)methanesulfonamide FC(NS(=O)(=O)C)F